ClC=1C=NC(=NC1)N1CCC(CC1)N(C=1N=C(C2=C(N1)CC[S@]2=O)NC2CCC(CC2)O)C (R)-2-((1-(5-chloropyrimidin-2-yl)piperidin-4-yl)(methyl)amino)-4-(((1r,4R)-4-hydroxycyclohexyl)amino)-6,7-dihydrothieno[3,2-d]pyrimidine 5-oxide